FC1=CC2=C(C3=C(CCN(CC3)C)[Se]2)C=C1 8-Fluoro-3-methyl-2,3,4,5-tetrahydro-1H-benzo[4,5]selenopheno[2,3-d]azepine